ClC=1C=C2C=NN(C2=C(C1)C(=O)NC1CC2(CCC2)C1)CC1=CC=C(C=C1)C1=CC(=NC=C1)OCC 6-(5-Chloro-1-(4-(2-ethoxypyridin-4-yl)benzyl)-1H-indazol-7-carboxamido)spiro[3.3]-heptan